C1(CC1)CC1=C(C=NN1C)C1=NC(=NC=C1F)NC1CCC(CC1)N(C(OCC1=CC=CC=C1)=O)CCCCCCCCNC(=O)OC1=CC=C(C=C1)[N+](=O)[O-] benzyl ((1r,4r)-4-((4-(5-(cyclopropylmethyl)-1-methyl-1H-pyrazol-4-yl)-5-fluoropyrimidin-2-yl)amino)cyclohexyl)(8-(((4-nitrophenoxy)carbonyl)amino)octyl)carbamate